5-{3-[(4-carboxybutanoyl)oxy]-2-isopropyl-5-[(E)-2-phenylethenyl]phenoxy}-5-oxopentanoic acid C(=O)(O)CCCC(=O)OC=1C(=C(OC(CCCC(=O)O)=O)C=C(C1)\C=C\C1=CC=CC=C1)C(C)C